COC(C1=C(C=C(C=C1)N1N=C(C(=C1)C)I)OC)=O 4-(3-iodo-4-methyl-pyrazol-1-yl)-2-methoxy-benzoic acid methyl ester